(R)-1-Boc-2-hydroxymethyl-piperazine C(=O)(OC(C)(C)C)N1[C@H](CNCC1)CO